FC(C(C)OC=1C(=CC2=C(N=C(N=C2)SC)N1)C1=C(C(=C(N)C=C1)F)F)F 4-(7-((1,1-difluoropropan-2-yl)oxy)-2-(methylthio)pyrido[2,3-d]pyrimidin-6-yl)-2,3-difluoroaniline